CN[Pb] methylaminolead